tert-butyl 1-methyl-4-(1-methyl-7-methylsulfanyl-2-oxo-4H-pyrimido[4,5-d]pyrimidin-3-yl)-5,6-dihydro-4H-pyrazolo[3,4-b]pyridine-7-carboxylate CN1N=CC2=C1N(CCC2N2C(N(C1=NC(=NC=C1C2)SC)C)=O)C(=O)OC(C)(C)C